COC=1C=C(/C=C/C2=C(O[Si](CC)(CC)CC)C=C(C=C2)OC)C=C(C1)OC (E)-(2-(3,5-Dimethoxystyryl)-5-methoxyphenoxy)triethylsilicon